Benzyl (1-(4,4-difluorocyclohexyl)-2-((2-hydroxy-5-iodophenyl)amino)-2-oxoethyl)carbamate FC1(CCC(CC1)C(C(=O)NC1=C(C=CC(=C1)I)O)NC(OCC1=CC=CC=C1)=O)F